Cl.Cl.C[C@@H]1NCCN(C1)C (S)-2,4-dimethylpiperazine dihydrochloride